[Ir].C(C(=O)O)(=O)O oxalic acid iridium